(4-(((1r,4r)-4-(hydroxymethyl)cyclohexyl)amino)-2-((2-methoxy-4-morpholinophenyl)amino)-7H-pyrrolo[2,3-d]pyrimidin-5-yl)methanone (S)-benzyl-2-amino-3-hydroxypropanoate hydrochloride Cl.C(C1=CC=CC=C1)OC([C@H](CO)N)=O.OCC1CCC(CC1)NC=1C2=C(N=C(N1)NC1=C(C=C(C=C1)N1CCOCC1)OC)NC=C2C=O